O1C(=CC=C1C(=O)[O-])C(=O)OCC(N)N diaminoethyl 2,5-furandicarboxylate